NC=1C2=C(N=CN1)N(C=C2C(=O)NC2=NNC(=C2)C)C(C)(C)C 4-amino-7-(tert-butyl)-N-(5-methyl-1H-pyrazol-3-yl)-7H-pyrrolo[2,3-d]pyrimidine-5-carboxamide